Imidazo[1,5-a]Pyridine-6-sulfonylChlorine C=1N=CN2C1C=CC(=C2)S(=O)(=O)Cl